C1(CC1)OC1=C(C=CC(=C1)F)C(=O)N1CC2(C1)CC(C2)N2N=C(C=C2OC)C2=C(C=CC=C2)C(F)(F)F (2-cyclopropoxy-4-fluorophenyl)(6-{5-methoxy-3-[o-(trifluoromethyl)phenyl]-1-pyrazolyl}-2-aza-2-spiro[3.3]heptyl)methanone